glyoxalic acid ethyl ester C(C)OC(C=O)=O